2-bromo-3-chloro-9-methyl-6,7-dihydro-5H-imidazo[1,2-a][1,3]diazepin-8-one BrC=1N=C2N(CCCC(N2C)=O)C1Cl